[Sn]=O.[Zn].[Ga].[In] indium-gallium zinc tin oxide